ClC=1N=C(SC1Cl)F 4,5-dichloro-2-fluoro-1,3-thiazole